N,N-bis(2-hydroxyethyl)-4-phenylenediamine sulfate C1=CC(=CC=C1N)N(CCO)CCO.OS(=O)(=O)O